FC1=C(OC2CCN(CC2)C2=C(C=C3C(NC(C3=C2)=O)=O)NC(C2=C(N=CC=C2)OC)=O)C=CC(=C1)F N-(6-(4-(2,4-difluorophenoxy)piperidin-1-yl)-1,3-dioxoisoindolin-5-yl)-2-methoxynicotinamide